1,8-Bis(4-pyridyl)-3,6-dithiaoctan N1=CC=C(C=C1)CCSCCSCCC1=CC=NC=C1